N1(CCC1)C1=CC2=C(C=C(O2)C(=O)NS(=O)(=O)C2=C(C=CC=C2OC(C)C)C)C(=C1)F 6-(Azetidin-1-yl)-4-fluoro-N-{2-methyl-6-[(propan-2-yl)oxy]benzene-1-sulfonyl}-1-benzofuran-2-carboxamide